Ethyl 2-(4-((4-(4-(Furan-2-yl)benzyl)piperazin-1-yl)methyl)-2,6-dimethylphenoxy)-2-methylpropanoate O1C(=CC=C1)C1=CC=C(CN2CCN(CC2)CC2=CC(=C(OC(C(=O)OCC)(C)C)C(=C2)C)C)C=C1